(2S)-N-[(1S)-1-(2,4-difluorophenyl)ethyl]-2-(2,4-dioxo-1H-quinazolin-3-yl)propanamide FC1=C(C=CC(=C1)F)[C@H](C)NC([C@H](C)N1C(NC2=CC=CC=C2C1=O)=O)=O